Cl.C(C1=CC=CC=C1)[C@](C(=O)O)(C)N benzyl-(2S)-2-aminopropionic acid hydrochloride